Ethyl 3-[2-chloro-5-(2,3-dichloro-4-pyridyl)-4-fluoro-phenyl]-5-methyl-4H-isoxazole-5-carboxylate ClC1=C(C=C(C(=C1)F)C1=C(C(=NC=C1)Cl)Cl)C1=NOC(C1)(C(=O)OCC)C